C(#N)C=1C=C(C=CC1)C=1N=C(SC1)NC(=O)N1CCOCC1 N-[4-(3-cyanophenyl)thiazol-2-yl]morpholine-4-carboxamide